tert-butyl (S)-4-[(3-cyanophenyl)phenylmethyl]-3-(difluoromethoxymethyl)-1-piperazinecarboxylate C(#N)C=1C=C(C=CC1)C(N1[C@@H](CN(CC1)C(=O)OC(C)(C)C)COC(F)F)C1=CC=CC=C1